CC(C)(C)OC(=O)N[C@H](C(=O)OCC1=CC=CC=C1)CCC(=O)ON1C(C2=CC=CC=C2C1=O)=O 1-O-benzyl 5-O-(1,3-dioxoisoindol-2-yl) (2S)-2-[(2-methylpropan-2-yl)oxycarbonylamino]pentandioate